ClC1=CC=C(C=C1)CCS(=O)(=O)NC1=C(N=CS1)C(=O)O 5-{[2-(4-chlorophenyl)ethyl]sulfonamido}-1,3-thiazole-4-carboxylic acid